C(=CC)N1C=NC=C1 N-propenyl-imidazole